C(=O)(OC(C)(C)C)N(C1=NC(=CN=C1)B1OC(C(O1)(C)C)(C)C)C(=O)OC(C)(C)C N,N-BisBoc-6-(4,4,5,5-tetramethyl-1,3,2-dioxaborolan-2-yl)pyrazin-2-amine